FC1(CN(C1)CCOC1=CC=2N(C=C1)C=CN2)F 7-[2-(3,3-difluoroazetidin-1-yl)ethoxy]imidazo[1,2-a]pyridin